OC=1C=C2C(CC(NC2=CC1)=O)(C)C 6-hydroxy-4,4-dimethyl-1,3-dihydroquinolin-2-one